ClC=1C=C(C=CC1)C=1OC2=C(N1)C(=CC(=C2)C2=CC=C(C=C2)C2=CC=CC1=CC=CC=C21)C2=CC=C(C=C2)C2=CC=CC1=CC=CC=C21 2-(3-chlorophenyl)-4,6-bis(4-naphthalen-1-yl-phenyl)-benzoxazole